COCC1(CC1)CC1=NC=NO1 5-(1-methoxymethyl-cyclopropylmethyl)-[1,2,4]oxadiazol